3-(3,5-dichlorophenyl)-1-[(1-methyl-1H-pyrazol-4-yl)(1-methylpiperidin-3-yl)sulfamoyl]urea Sodium Salt [Na].ClC=1C=C(C=C(C1)Cl)NC(NS(N(C1CN(CCC1)C)C=1C=NN(C1)C)(=O)=O)=O